C1(CCCC2=CC=CC=C12)NC(CCC1=NC=2C(=NC=CC2)N1CC1=CC=C(C=C1)OC(F)(F)F)=O N-(S)-1,2,3,4-Tetrahydronaphthalin-1-yl-3-[3-(4-trifluoromethoxybenzyl)-3H-imidazo[4,5-b]pyridin-2-yl]-propionamid